2-methyl-2-methylimidazolium CC1(N=CC=[NH+]1)C